(S)-4-((2-(3-(3-phenylpropyl)-1,2,4-oxadiazol-5-yl)piperidin-1-yl)sulfonyl)morpholine C1(=CC=CC=C1)CCCC1=NOC(=N1)[C@H]1N(CCCC1)S(=O)(=O)N1CCOCC1